N1C(CC1)C1=CC=2N(C=C1)C(=CN2)C2=CC(=C(C(=O)NC1CC1)C(=C2)OC)OC(F)F 4-[7-(azetidin-2-yl)imidazo[1,2-a]pyridin-3-yl]-N-cyclopropyl-2-(difluoromethoxy)-6-methoxy-benzamide